COC1=C(C=CC(=C1)[C@@H]1C[C@H](C1)C(F)(F)F)N1C(C=CC2=CC(=CC=C12)S(=O)(=O)NC1=NC=CC=N1)=O Trans-(P)-1-(2-methoxy-4-((1r,3r)-3-(trifluoromethyl)cyclobutyl)phenyl)-2-oxo-N-(pyrimidin-2-yl)-1,2-dihydroquinoline-6-sulfonamide